(3-chloro-1-cyclopropyl-1H-pyrrolo[2,3-b]pyridin-5-yl)-1-(1-carbonyl-1,2-dihydroisoquinolin-5-yl)-5-(trifluoromethyl)-1H-pyrazole-4-carboxamide ClC1=CN(C2=NC=C(C=C21)C2=NN(C(=C2C(=O)N)C(F)(F)F)C2=C1C=CNC(C1=CC=C2)=C=O)C2CC2